(1-(2,6-Dimethoxyphenyl)-2-(6-methoxypyridin-2-yl)-1H-imidazo[4,5-b]pyrazin-6-yl)pyridine-2-sulfonamide COC1=C(C(=CC=C1)OC)N1C(=NC=2C1=NC(=CN2)C=2C(=NC=CC2)S(=O)(=O)N)C2=NC(=CC=C2)OC